(R)-1-(6-(3-(4-(5-cyclopropylpyridin-3-yl)-1H-1,2,3-triazol-1-yl)oxetan-3-yl)pyridin-3-yl)-N-((1-(trifluoromethyl)cyclopropyl)methyl)piperidin-3-amine C1(CC1)C=1C=C(C=NC1)C=1N=NN(C1)C1(COC1)C1=CC=C(C=N1)N1C[C@@H](CCC1)NCC1(CC1)C(F)(F)F